2-(((1R)-1-(3-(2-azabicyclo[2.2.1]heptan-2-yl)-2-cyano-7-methylquinoxalin-5-yl)ethyl)amino)benzoic acid C12N(CC(CC1)C2)C=2C(=NC1=CC(=CC(=C1N2)[C@@H](C)NC2=C(C(=O)O)C=CC=C2)C)C#N